BrC1=NC(=C(C=C1NCSNC(C1=CC=CC=C1)=O)F)Br N-((2,6-dibromo-5-fluoropyridin-3-yl)aminomethylthio)benzamide